COC1=NC(=NC(=C1C=O)OC)SCC=1C(=C(C=CC1)C1=CC=CC=C1)C 4,6-dimethoxy-2-(((2-methyl-[1,1'-biphenyl]-3-yl)methyl)thio)pyrimidine-5-carbaldehyde